C1(CCC1)N1N=C(C(=C1NC(C(CC)(C)C)=O)C)C1(CC(C1)(F)F)C N-(1-cyclobutyl-3-(3,3-difluoro-1-methylcyclobutyl)-4-methyl-1H-pyrazol-5-yl)-2,2-dimethylbutanamide